6-methyl-N-(1-methylcyclopropyl)-5-(4-phenyl-1H-pyrazole-1-carbonyl)furo[2,3-d]pyrimidin-4-amine CC1=C(C2=C(N=CN=C2NC2(CC2)C)O1)C(=O)N1N=CC(=C1)C1=CC=CC=C1